NC=1N=C(SC1C(C1=CC=CC=C1)=O)N(C1=C(C=C(C=C1)F)Br)C(C(=O)N)C (N-(4-Amino-5-benzoylthiazol-2-yl)-2-bromo-4-fluoroanilino)propanamid